ClC1=CC2=C(N=C(N=C2)NC2=C(C=C(C=C2)S(=O)(=O)C(CCOC2CCC(CC2)CO)C)C)N(C1=O)C1CCCC1 6-chloro-8-cyclopentyl-2-[4-[3-[4-(hydroxymethyl)cyclohexoxy]-1-methyl-propyl]sulfonyl-2-methyl-anilino]pyrido[2,3-d]pyrimidin-7-one